methyl 2-((1-(2-(4-methoxypiperidin-1-yl)-3,6-dimethyl-4-oxo-3,4-dihydroquinazolin-8-yl)ethyl)amino)benzoate COC1CCN(CC1)C1=NC2=C(C=C(C=C2C(N1C)=O)C)C(C)NC1=C(C(=O)OC)C=CC=C1